ε-benzyl-lysine C(C1=CC=CC=C1)C(CCC[C@H](N)C(=O)O)N